C(C)N1C=2C3=CN=C(C(O[C@@H](C4=CC(=CC=C4C4=NC=NN4CC2C(=N1)C)F)C)=C3)N (19R)-3-ethyl-16-fluoro-5,19-dimethyl-20-oxa-3,4,8,9,11,23-hexaazapentacyclo[19.3.1.02,6.08,12.013,18]pentacosa-1(24),2(6),4,9,11,13,15,17,21(25),22-decaen-22-amine